C(C)N(C(C1=C(C=CC(=C1)F)C1=CC(=CC=2N1C=NC2)C2CN(CC2)CC2CCC(CC2)NS(=O)(=O)CC)=O)C(C)C N-ethyl-5-fluoro-N-isopropyl-2-[7-(1-{[(1s,4s)-4-ethanesulfonamidocyclohexyl]methyl}pyrrolidin-3-yl)imidazo[1,5-a]pyridin-5-yl]benzamide